NC=1C=NN(C1OC[C@@H](C(=O)O)NC(=O)OC(C)(C)C)C(C)C (S)-3-((4-amino-1-isopropyl-1H-pyrazol-5-yl)oxy)-2-((tert-butoxycarbonyl)amino)propionic acid